CC([C@@H](C(=O)O)N1C(C2(CCC1)CCNCC2)=O)C (2s)-3-methyl-2-(1-oxo-2,9-diazaspiro[5.5]undecan-2-yl)butanoic acid